CN1C(=NC(C2=C1C=NC(=C2)C2(CC2)C=O)=O)C 1-(1,2-dimethyl-4-oxo-1,4-dihydropyrido[3,4-d]pyrimidin-6-yl)-cyclopropane-1-carbaldehyde